2-amino-3-(pyridin-3-yl)propanoic acid dihydrochloride Cl.Cl.NC(C(=O)O)CC=1C=NC=CC1